C(C)(C)(C)OC(=O)N1C(C=2N(C=3C(=CC=CC13)Br)C1=CC=CC=C1C2)=O 1-bromo-6-oxoindolo[1,2-a]quinoxaline-5(6H)-carboxylic acid tert-butyl ester